N-nitroimidazol-2-ylamine [N+](=O)([O-])NC=1NC=CN1